[Ir+3].C(C)(=O)CC([CH2-])=O.C(C)(=O)CC([CH2-])=O.C(C)(=O)CC([CH2-])=O acetylacetonide iridium